ClC1=CC=C(C(=N1)C=1C=CC(=NC1)C(=O)NC)NC(C)C=1C=2C3=C(N(C(C2C=C(C1)C)=O)C)N(N=C3)CCO 5-[6-chloro-3-[1-[3-(2-hydroxyethyl)-4,7-dimethyl-5-oxo-pyrazolo[3,4-c]isoquinolin-9-yl]ethylamino]-2-pyridinyl]-N-methyl-pyridine-2-carboxamide